[6-[(5-cyclopropyl-2-methyl-pyrazol-3-yl)methyl]-2,6-diazaspiro[3.3]heptan-2-yl]-[6-(3-cyclopropyl-1,2,4-triazol-1-yl)-2-azaspiro[3.3]heptan-2-yl]methanone C1(CC1)C=1C=C(N(N1)C)CN1CC2(CN(C2)C(=O)N2CC3(C2)CC(C3)N3N=C(N=C3)C3CC3)C1